ClC1=C(C(=O)NC2=C(C(=NN2C=2NC(C(=C(N2)C)C)=O)C)Cl)C=CC(=C1)F chloro-N-(4-chloro-1-(4,5-dimethyl-6-oxo-1,6-dihydropyrimidin-2-yl)-3-methyl-1H-pyrazol-5-yl)-4-fluorobenzamide